6-phenyl-N-(pyridin-4-yl)-9,10-dihydro-8H-pyrido[1,6-a:2,3-d']dipyrimidin-2-amine C1(=CC=CC=C1)C1=CC2=C(N=C(N=C2)NC2=CC=NC=C2)N2C1=NCCC2